CC(=C)CC/C(=C/CC/C(=C/CC/C(=C\\CO)/C)/CO)/C(=O)O The molecule is a diterpenoid isolated from the leaves of Smallanthus sonchifolius. It has a role as a plant metabolite. It is a diterpenoid, a dihydroxy monocarboxylic acid, an olefinic compound and a primary allylic alcohol.